2-(3-(3-(4-methyl-4H-1,2,4-triazol-3-yl)-1-(oxetan-3-yl)azetidin-3-yl)phenyl)-6-(((1-methyl-cyclobutyl)amino)methyl)-4-(trifluoromethyl)isoindolin-1-one CN1C(=NN=C1)C1(CN(C1)C1COC1)C=1C=C(C=CC1)N1C(C2=CC(=CC(=C2C1)C(F)(F)F)CNC1(CCC1)C)=O